3-(3-([1,1'-biphenyl]-3-yl)acryloyl)-4-benzhydryl-oxazolidin-2-one C1(=CC(=CC=C1)C=CC(=O)N1C(OCC1C(C1=CC=CC=C1)C1=CC=CC=C1)=O)C1=CC=CC=C1